CC(C)(C)OO 1,1-dimethylethyl-hydrogen peroxide